[2H]C([2H])([2H])C([2H])([2H])NC([2H])([2H])C([2H])([2H])[2H] diethyl-d10-amine